methyl 2-[[4-[1-[(4-fluorophenyl)methoxy]pyrazol-3-yl]-1-piperidyl]methyl]-3-[[(2S)-oxetan-2-yl]methyl]benzimidazole-5-carboxylate FC1=CC=C(C=C1)CON1N=C(C=C1)C1CCN(CC1)CC=1N(C2=C(N1)C=CC(=C2)C(=O)OC)C[C@H]2OCC2